Cl.N[C@H]1C[C@H](C1)C(=O)NC1=CC=C2C=NN(C2=C1)C=1C=C(C=CC1)C (cis)-3-amino-N-(1-(m-tolyl)-1H-indazol-6-yl)cyclobutanecarboxamide hydrochloride